C1(CCCCC1)N(C1=C(C(N(C2=CC=C(N=C12)OC)C)=O)C#N)C 4-[cyclohexyl-(methyl)amino]-6-methoxy-1-methyl-2-oxo-1,2-dihydro-1,5-naphthyridine-3-carbonitrile